C(C)(C)(C)OC(NCCOC1=CC(=CC=C1)OCC(=O)N1CCN(CC1)C(C1=C(C(=CC=C1)OC)OC)=O)=O.OCCOC1=C(C=C(C=C1)C1(C2=CC=CC=C2C=2C=CC=CC12)C1=CC(=C(C=C1)OCCO)C1=CC=CC=C1)C1=CC=CC=C1 9,9-Bis(4-(2-hydroxyethoxy)-3-phenylphenyl)fluorene tert-butyl-N-[2-(3-{2-[4-(2,3-dimethoxybenzoyl)piperazin-1-yl]-2-oxoethoxy}phenoxy)ethyl]carbamate